CN1C(C(CCCC1)C)=O hexahydro-1,3-dimethyl-2H-azepin-2-one